C1(CC1)[C@@H](C)NC1=NC(=NC(=N1)NC1CC2(C1)CC(C2)(F)F)C2=NC(=CC=C2)C(F)(F)F N2-((R)-1-cyclopropylethyl)-N4-(6,6-difluorospiro[3.3]heptan-2-yl)-6-(6-(trifluoromethyl)pyridin-2-yl)-1,3,5-triazine-2,4-diamine